SCCN (2-mercapto)ethylamine